CC1N(C=CC=C1)C(C)C1=C(C(=CC=C1)C(F)(F)F)C 2-methyl-N-(1-(2-methyl-3-(trifluoromethyl)phenyl)ethyl)pyridine